1-phenyl-2-(phenylthio)-2-toluenesulfonate C1(=CC=CC=C1)C1(C)C(C=CC=C1)(S(=O)(=O)[O-])SC1=CC=CC=C1